C(#N)C1=CC(=C(OC=2C3=C(N=C(N2)NC2=CC=C(C=C2)C#N)CCN(C3)C([C@@H](CO)NC(OC(C)(C)C)=O)=O)C(=C1)C)C (R)-Tert-butyl (1-(4-(4-cyano-2,6-dimethylphenoxy)-2-((4-cyanophenyl)amino)-7,8-dihydropyrido[4,3-d]pyrimidine-6(5H)-yl)-3-hydroxy-1-oxopropane-2-yl)carbamate